1-Boc-3-hydroxy-piperidine C(=O)(OC(C)(C)C)N1CC(CCC1)O